(2R,3S)-6-chloro-2-(4-(cyclopentylamino)phenyl)-1-(2-fluoro-6-methylbenzoyl)-N-(4-(hydroxymethyl)-3-(trifluoromethyl)phenyl)-1,2,3,4-tetrahydroquinoline-3-carboxamide ClC=1C=C2C[C@@H]([C@@H](N(C2=CC1)C(C1=C(C=CC=C1C)F)=O)C1=CC=C(C=C1)NC1CCCC1)C(=O)NC1=CC(=C(C=C1)CO)C(F)(F)F